C(C)(C)(C)OC(=O)N(C(OC(C)(C)C)=O)C[C@@H]1C[C@H](C1)N1N=C(C(=C1)N1C=CC=2C1=NC=CC2)C2CC2 tert-butyl (tert-butoxycarbonyl)((trans-3-(3-cyclopropyl-4-(1H-pyrrolo[2,3-b]pyridin-1-yl)-1H-pyrazol-1-yl)cyclobutyl)methyl)carbamate